O1CCC2=C1C=CC(=C2)S(=O)(=O)N2CCC(CC2)C=2C(=CC=1N(N2)N=CN1)C 6-(1-((2,3-dihydrobenzofuran-5-yl)sulfonyl)piperidin-4-yl)-7-methyl-[1,2,4]triazolo[1,5-b]pyridazine